(1R,2S,5S)-N-[cyano(4-isoquinolyl)methyl]-3-(7-fluoro-1H-indole-2-carbonyl)-6,6-dimethyl-3-azabicyclo[3.1.0]hexane-2-carboxamide C(#N)C(NC(=O)[C@@H]1[C@H]2C([C@H]2CN1C(=O)C=1NC2=C(C=CC=C2C1)F)(C)C)C1=CN=CC2=CC=CC=C12